NC1=NC(N(C2=CC(=CC=C12)OC(F)F)C=1C(=NC=CC1)Cl)=O 4-amino-1-(2-chloropyridin-3-yl)-7-(difluoromethoxy)quinazolin-2(1H)-one